NC1=C(C=CC(=C1)F)C1=C(C=C(C(=C1)Cl)C(=O)NC=1C=NC(=C(C1)C(F)(F)F)OC1COCC1)F 2'-amino-5-chloro-2,4'-difluoro-N-(6-((tetrahydrofuran-3-yl)oxy)-5-(trifluoromethyl)pyridin-3-yl)-(1,1'-biphenyl)-4-carboxamide